C(C)(C)(C)OC(=O)N(C(OC(C)(C)C)=O)C1=NC=CC2=CC(=CC=C12)CNC([C@@H](CC1=CC(=C(C=C1)F)F)NC(=O)C1=NC=2N(C(=C1)C(C)C)N=CN2)=O tert-Butyl N-tert-butoxycarbonyl-N-[6-[[[(2R)-3-(3,4-difluorophenyl)-2-[(7-isopropyl-[1,2,4]triazolo[1,5-a]pyrimidine-5-carbonyl)amino]propanoyl]amino]methyl]-1-isoquinolyl]carbamate